[(3S)-tetrahydrofuran-3-yl]methanol O1C[C@@H](CC1)CO